ClC1=CC2=C(N=CN(C2=O)CC2(CCN(CC2)C(C2=CC=C(C=C2)F)=O)O)N1C1=CC=C(C=C1)[C@H]1NC[C@@H](OC1)C 6-chloro-3-((1-(4-fluorobenzoyl)-4-hydroxypiperidin-4-yl)methyl)-7-(4-((3R,6S)-6-methylmorpholin-3-yl)phenyl)-3,7-dihydro-4H-pyrrolo[2,3-d]pyrimidin-4-one